ClC1=C(C=CC2=C1C(=NCC=1N2CC(=CN1)\C=C\OCC)C1=C(C=CC=C1F)F)C(F)(F)F 8-Chloro-7-(2,6-difluorophenyl)-2-[(E)-2-ethoxyvinyl]-9-(trifluoromethyl)-5H-pyrimido[1,2-a][1,4]benzodiazepine